C1(=CC=CC=C1)N1N=NC(=C1)CN1C2(C3=CC=CC=C3C(C1)O)CCCCC2 2'-((1-phenyl-1H-1,2,3-triazol-4-yl)methyl)-3',4'-dihydro-2'H-spiro[cyclohexane-1,1'-isoquinolin]-4'-ol